(3R,4R)-3,4-dihydroxypiperidin O[C@@H]1CNCC[C@H]1O